(3-(2,3'-difluoro-[1,1'-biphenyl]-3-yl)-1-(methoxy(methyl)amino)-1-oxopropan-2-yl)carbamic acid tert-butyl ester C(C)(C)(C)OC(NC(C(=O)N(C)OC)CC=1C(=C(C=CC1)C1=CC(=CC=C1)F)F)=O